C(C)C=1N=C(NC(C1)=O)C=1C(=C(CC(C(=O)N)(C)C)C=CC1C(F)(F)F)F [3-(4-ethyl-6-oxo-1,6-dihydropyrimidin-2-yl)-2-fluoro-4-(trifluoromethyl)benzyl]isobutyramide